CC=1C=C(C=CC1)C1=C(C=C(C=C1OCN(C(OC)=O)C1=CC=CC=C1)CCCCC)OCN(C(OC)=O)C1=CC=CC=C1 dimethyl (((3'-methyl-4-pentyl-[1,1'-biphenyl]-2,6-diyl)bis(oxy))bis(methylene))bis(phenylcarbamate)